ClC1=CC=C(C=C1)S\C(=C\S(=O)(=O)C1=CC=C(C)C=C1)\C1=CC=CC=C1 (E)-(4-Chlorophenyl)(1-phenyl-2-tosylvinyl)sulfane